CC1(C(OOC(OOCC1)(C)C)(C)C)C hexamethyl-1,2,4,5-tetraoxacyclononane